C1(CC1)C=1N=NN(C1)[C@H](C(=O)N1[C@@H](C[C@H](C1)O)C(=O)NCCCN1N=NN=C1)C(C)(C)C (2S,4r)-1-[(2S)-2-(4-cyclopropyl-triazol-1-yl)-3,3-dimethyl-butyryl]-4-hydroxy-N-[3-(tetrazol-1-yl)propyl]pyrrolidine-2-carboxamide